FC=1C(=NC=C(C1)F)CNC(=O)C1=CN=C(S1)N1CCC(CC1)N1C[C@H](CCC1)C(C)C |r| rac-N-[(3,5-Difluoropyridin-2-yl)methyl]-2-(3-isopropyl[1,4'-bipiperidin]-1'-yl)-1,3-thiazole-5-carboxamide